N-(3-hydroxybutyl)-4-(isopropylamino)-6-(1H-pyrazol-4-yl)quinoline OC(CCN1CC=C(C2=CC(=CC=C12)C=1C=NNC1)NC(C)C)C